OCCN(C=1C=CC(=NC1)NC=1N=CC2=C(N1)N(C(C(=C2C)Br)=O)C2CCCC2)CCO 2-{5-[Bis-(2-hydroxy-ethyl)-amino]-pyridin-2-ylamino}-6-bromo-8-cyclopentyl-5-methyl-8H-pyrido[2,3-d]pyrimidin-7-one